FC=1C=C(CC2=CC(=NC=C2)N2N=NC=3C(NCCC32)=O)C=C(C1)C(F)(F)F 1-(4-(3-fluoro-5-(trifluoromethyl)benzyl)pyridin-2-yl)-1,5,6,7-tetrahydro-4H-[1,2,3]triazolo[4,5-c]pyridin-4-one